6-(Difluoromethoxy)-5-[2-(difluoromethoxy)pyridin-4-yl]pyridin FC(OC1=C(C=CC=N1)C1=CC(=NC=C1)OC(F)F)F